p-methylbenzoic acid CC1=CC=C(C=C1)C(=O)O